[Li].C1(=CC=CC=C1)[Si]1(N[Si](N[Si](N1)(C1=CC=CC=C1)C1=CC=CC=C1)(C1=CC=CC=C1)C1=CC=CC=C1)C1=CC=CC=C1 hexaphenyl-cyclotrisilazane lithium salt